(5S)-5-(Pyrrolidin-1-ylcarbonyl)-2-{[4-(trifluoromethyl)pyridin-2-yl]methyl}-5,6,7,8-tetrahydro[1,2,4]triazolo[4,3-a]pyridin-3(2H)-one N1(CCCC1)C(=O)[C@@H]1CCCC=2N1C(N(N2)CC2=NC=CC(=C2)C(F)(F)F)=O